C(C1=CC=CC=C1)[C@H]1NC=NN1C1CC2(C3=C(N(C1=O)C)N=CC=C3)CC2 (S)-5-benzyl-N-(9'-methyl-8'-oxo-6',7',8',9'-tetrahydrospiro[cyclopropane-1,5'-pyrido[2,3-b]azepin]-7'-yl)-4H-1,2,4-triazole